4-chloro-2-(difluoromethyl)-7-vinyl-pyrido[3,2-d]pyrimidine ClC=1C2=C(N=C(N1)C(F)F)C=C(C=N2)C=C